BrC=1C=C(C(=NC1)NC1CC(C1)(C)O)C(=CC(=O)OCC)C(F)F ethyl 3-(5-bromo-2-{[(cis)-3-hydroxy-3-methylcyclobutyl]amino}pyridin-3-yl)-4,4-difluorobut-2-enoate